N-(1-(1H-indol-3-yl)hexan-2-yl)-4-fluoro-6-(4-methylpiperazin-1-yl)benzo[b]thiophene-2-Carboxamide N1C=C(C2=CC=CC=C12)CC(CCCC)NC(=O)C1=CC2=C(S1)C=C(C=C2F)N2CCN(CC2)C